octadec-9,12-diene-1-yl 8-bromooctanoate BrCCCCCCCC(=O)OCCCCCCCCC=CCC=CCCCCC